C(C)NCC diethylazane